N-(5-Cyano-4-(2-(dimethylamino)ethoxy)pyridin-2-yl)-6-(2-methoxy-4-(5-methyl-1,2,4-oxadiazol-3-yl)phenyl)nicotinamid C(#N)C=1C(=CC(=NC1)NC(C1=CN=C(C=C1)C1=C(C=C(C=C1)C1=NOC(=N1)C)OC)=O)OCCN(C)C